2-(3,5-difluorophenoxy)-8,8-difluorobicyclo[4.2.0]octa-1,3,5-triene-7-ol FC=1C=C(OC2=C3C(C(C3=CC=C2)O)(F)F)C=C(C1)F